C1OCC12CCN(CC2)C=2C=CC(=NC2)C(=O)O 5-(2-oxa-7-azaspiro[3.5]non-7-yl)picolinic acid